N-(2-((3S,5S,7S)-adamantan-1-yl)-4-((3R,4R)-3-amino-4-methylpyrrolidin-1-yl)-2H-indazol-5-yl)-1-(2,6-difluorophenyl)-6-oxo-1,6-dihydropyridazine-3-carboxamide C12(CC3CC(CC(C1)C3)C2)N2N=C3C=CC(=C(C3=C2)N2C[C@@H]([C@@H](C2)C)N)NC(=O)C2=NN(C(C=C2)=O)C2=C(C=CC=C2F)F